CN1C2=CC=CC=C2C=2C=C(N=CC12)CNC1=NC=CC=2C3=CC=CC=C3N(C12)CC1=CC=C(C=C1)F N-[(9-methyl-beta-carbolin-3-yl)methyl]-9-(4-fluorobenzyl)-beta-carbolin-1-amine